CN(CCCNC(OC1=CC=C(C=C1)C1=C(C=C2C(=N1)N(N=C2NC(=O)C=2C=NSC2)CCCC2CC2)Br)=O)C 4-(5-bromo-1-(3-cyclopropylpropyl)-3-(isothiazole-4-carboxamido)-1H-pyrazolo[3,4-b]pyridin-6-yl)phenyl (3-(dimethylamino)propyl)carbamate